5-(3-(4-Aminobutoxy)azetidin-1-yl)benzo[c][2,6]naphthyridine-8-carboxamide NCCCCOC1CN(C1)C1=NC2=C(C3=CN=CC=C13)C=CC(=C2)C(=O)N